methyl 4-(6-chloro-3-(methyl-d3)-2-oxo-2,3-dihydro-1H-imidazo[4,5-c]pyridin-1-yl)bicyclo[2.2.2]octane-1-carboxylate ClC1=CC2=C(C=N1)N(C(N2C21CCC(CC2)(CC1)C(=O)OC)=O)C([2H])([2H])[2H]